O1C(CCCC1)OCCOCC=1C=CC(=NC1)N 5-(2-tetrahydropyran-2-yloxyethoxymethyl)pyridin-2-amine